6-(1-((S)-2,3-dihydroxypropyl)-3-methyl-1H-pyrazol-4-yl)-4-((R)-1-(5-fluoropyridin-2-yl)ethoxy)pyrazolo[1,5-a]pyridine-3-carbonitrile O[C@@H](CN1N=C(C(=C1)C=1C=C(C=2N(C1)N=CC2C#N)O[C@H](C)C2=NC=C(C=C2)F)C)CO